6-AMINOPYRIMIDINE-4-CARBOXALDEHYDE NC1=CC(=NC=N1)C=O